C(C)(C)(C)N1N=NN=C1[C@H](NC1=CC=C(C=C1)C1=C(C=CC=C1)C(F)(F)F)C1=C(C=CC=C1)C1=C(C=CC=C1)C(F)(F)F (R)-N-((1-(tert-butyl)-1H-tetrazol-5-yl)(2-(trifluoromethylphenyl)phenyl)methyl)-4-(trifluoromethylphenyl)aniline